(S)-N-(1-(3,4-dichlorophenyl)-2-(dimethylamino)ethyl)-4-nitro-3-(trifluoromethoxy)benzenesulfonamide ClC=1C=C(C=CC1Cl)[C@@H](CN(C)C)NS(=O)(=O)C1=CC(=C(C=C1)[N+](=O)[O-])OC(F)(F)F